((2-hydroxy-5,6,7,8-tetrahydronaphthalen-1-yl)methyl)-1,2,3,4-tetrahydroisoquinolin-7-ol OC1=C(C=2CCCCC2C=C1)CC1NCCC2=CC=C(C=C12)O